CN(S(=O)(=O)NC1=CC=C(C=N1)/C=C/C(=O)N(CC=1OC2=C(C1C)C=CC=C2)C)C (E)-3-(6-((N,N-dimethylsulfamoyl)amino)pyridin-3-yl)-N-methyl-N-((3-methylbenzofuran-2-yl)methyl)acrylamide